N-(3,8-Diazabicyclo[3.2.1]octan-3-ylsulfonyl)-6-(3-fluoro-5-isobutoxyphenyl)-2-[(4S)-2,2,4-trimethylpyrrolidin-1-yl]pyridin-3-carboxamid C12CN(CC(CC1)N2)S(=O)(=O)NC(=O)C=2C(=NC(=CC2)C2=CC(=CC(=C2)OCC(C)C)F)N2C(C[C@@H](C2)C)(C)C